ClC1=C(C=CC=C1C1=C(C(N(C(N1C)=O)C)=O)C(=O)N)C1=C(C(=CC=C1)C1=NC(=C(C=C1)CNCC1NC(CC1)=O)OCC)Cl (2,2'-dichloro-3'-(6-ethoxy-5-((((5-oxopyrrolidin-2-yl)methyl)amino)methyl)pyridin-2-yl)-[1,1'-biphenyl]-3-yl)-1,3-dimethyl-2,4-dioxo-1,2,3,4-tetrahydropyrimidine-5-carboxamide